[C@@H]1([C@H](O)[C@H](O)[C@H](O1)CO)N1C=NC(=C1C#C)C(=O)N 1-β-D-ribofuranosyl-5-ethynylimidazole-4-carboxamide